(S)-2-amino-2-(3-fluoro-5-methoxyphenyl)ethan-1-ol hydrogen chloride salt Cl.N[C@H](CO)C1=CC(=CC(=C1)OC)F